ClC1=CC(=NC=N1)O[C@@H]1C[C@@H](N(C1)CC1=C(N=C(S1)NC(C)=O)F)C N-(5-(((2s,4r)-4-((6-chloropyrimidin-4-yl)oxy)-2-methylpyrrolidin-1-yl)methyl)-4-fluorothiazol-2-yl)acetamide